F[C@](C=O)(O)[C@H](O)[C@H](O)CO 2-FluoroArabinose